C(CCCCCCCCC(=O)[O-])(=O)[O-] sebacic acid anion